COC=1C=C2C(=NC=NC2=CC1OC)N1CCC(CC1)C(CN)(C)C 2-(1-(6,7-dimethoxyquinazolin-4-yl)piperidin-4-yl)-2-methylpropan-1-amine